C(C)(C)(C)OC(=O)N1C[C@H]([C@H](C1)NC1=CC(=C(C=C1)C)C(=O)OC)F.CON(C(=O)C1=NC(=NC=C1)SC)C N-methoxy-N-methyl-2-(methylthio)pyrimidine-4-carboxamide tert-butyl-(3R,4S)-3-fluoro-4-((3-(methoxycarbonyl)-4-methylphenyl)amino)pyrrolidine-1-carboxylate